ClC1=NC=2N(C=C1O)N=CC2C(=O)OCC ethyl 5-chloro-6-hydroxy-pyrazolo[1,5-a]pyrimidine-3-carboxylate